CN(CCNC)C N,N,N'-Trimethylethan-1,2-diamin